FC=1C=CC(=C(C(=O)O)C1)NC(C)C=1C=C(C=C2C(N(C(=NC12)N1CCN(CC1)CC(F)(F)F)C)=O)F 5-fluoro-2-((1-(6-fluoro-3-methyl-4-oxo-2-(4-(2,2,2-trifluoroethyl)piperazin-1-yl)-3,4-dihydroquinazolin-8-yl)ethyl)amino)benzoic acid